NC[C@@]1(OC2=C(C1)C(=C(C=C2)Cl)C2=C(C(=O)N)C=CC(=C2F)OC[C@H](C)O)C2=CC=CC=C2 2-((2S,4S)-2-(aminomethyl)-5-chloro-2-phenyl-2,3-dihydrobenzofuran-4-yl)-3-fluoro-4-((S)-2-hydroxypropoxy)benzamide